N=1C(=CN2C1SC1=C2CCC1)C=1SCC(=CNC1C(=O)O)C(=O)O (6,7-dihydro-5h-cyclopenta[d]imidazo[2,1-b]thiazol-2-yl)-4,7-dihydro[1,4]thiazepine-3,6-dicarboxylic acid